CC1=NC(=CC(=N1)NC1=NN2C(C=C(C=C2)C2=CC(=NC=C2F)CF)=C1)C N-(2,6-dimethylpyrimidin-4-yl)-5-(5-fluoro-2-(fluoromethyl)pyridin-4-yl)pyrazolo[1,5-a]pyridin-2-amine